C[Si](C)(C)C#CC1CC(CC1)=O 3-(trimethylsilylethynyl)cyclopentan-1-one